N-(4-methoxybenzyl)-N-methyl-5-(1-methyl-1H-imidazol-4-yl)-6-(4-(pentafluoro-λ6-sulfanyl)phenoxy)pyridine-3-sulfonamide COC1=CC=C(CN(S(=O)(=O)C=2C=NC(=C(C2)C=2N=CN(C2)C)OC2=CC=C(C=C2)S(F)(F)(F)(F)F)C)C=C1